COC(=O)C=1C(NC2=CC(=CC=C2C1)N(C)C(=O)OC(C)(C)C)=O 2-methylpropan-2-yl {[3-(methoxycarbonyl)-2-oxo-1H-quinolin-7-yl](methyl)amino}methanoate